ClC1=C(C=CC=2C3=C(NC12)CCN(C3)C(=O)C3=NC=C(C=N3)N3CCOCC3)Cl (6,7-dichloro-1,3,4,5-tetrahydro-2H-pyrido[4,3-b]indol-2-yl)(5-morpholinopyrimidin-2-yl)methanone